4-amino-1,3-dihydro-2H-imidazo[4,5-C]pyridin-2-one NC1=NC=CC2=C1NC(N2)=O